OC1=C(C(=CC2=CC(=CC(=C12)NC(C)=O)S(=O)(=O)O)S(=O)(=O)O)N=NC1=CC=C(C=C1)NC(C)=O 1-hydroxy-2-(4'-acetamidophenylazo)-8-acetamidonaphthalene-3,6-disulfonic acid